C1(CC1)C1=C(C(=NO1)C1=C(C=NC=C1Cl)Cl)C1=CC2(C1)CCN(CC2)C2=CC=C1C=C(N=NC1=C2)C(=O)O 7-(2-(5-cyclopropyl-3-(3,5-dichloropyridin-4-yl)isoxazol-4-yl)-7-azaspiro[3.5]non-1-en-7-yl)cinnoline-3-carboxylic acid